[rac-(3S)-3-(1H-1,2,4-Triazol-5-yl)pyrrolidin-1-yl]-[6-[[6-(trifluoromethyl)-3-pyridyl]methyl]-2-azaspiro[3.4]octan-2-yl]methanone N1N=CN=C1[C@@H]1CN(CC1)C(=O)N1CC2(C1)CC(CC2)CC=2C=NC(=CC2)C(F)(F)F |r|